5-cyclopropyl-2-(4-fluoro-2-methylphenoxy)-4-(trifluoromethyl)benzoic acid C1(CC1)C=1C(=CC(=C(C(=O)O)C1)OC1=C(C=C(C=C1)F)C)C(F)(F)F